Methoxypentafluorocyclotriphosphazene COP1(=NP(=NP(=N1)(F)F)(F)F)F